COC1=CC=C(N)C=C1 4-(methoxy)aniline